benzyl (4-hydroxybutyl) carbonate C(OCC1=CC=CC=C1)(OCCCCO)=O